C(CCCCCCC\C=C/C[C@H](O)CCCCCC)(=O)OCCO ethylene glycol monoricinoleate